C1(CCCC1)NC1=CC(=C(CC2=CC(=C(C(=O)NCCCOC)C=C2)C)C=C1)C 4-(4-(Cyclopentylamino)-2-methylbenzyl)-N-(3-methoxypropyl)-2-methylbenzamide